5-chloro-4-(3,4-dimethylpiperazin-1-yl)-2-(4-pyridinyl)-1H-pyrimidin-6-one ClC1=C(N=C(NC1=O)C1=CC=NC=C1)N1CC(N(CC1)C)C